FC1=CC=C(C=C1)C1=C(N(C2=C(C=CC=C12)C)C(C)C)/C=C/C=O (E)-3-(3-(4-fluorophenyl)-1-isopropyl-7-methyl-1H-indol-2-yl)acrylaldehyde